FC(S(=O)NCC1=CC=C(C=C1)I)(F)F 1,1,1-Trifluoro-N-(4-iodobenzyl)methanesulfinamide